OC=1C(=NC2=CC=CC=C2C1)OCC1=CC=CC=C1 hydroxyphenylmethoxyquinoline